ClC1=CN=CC(=N1)/C(=C/C1=CC=C(C(=C1N1CC2(CCC1)CCN(CC2)C(=O)OC(C)(C)C)C(F)(F)F)OC2=C(C(=CC=C2)F)F)/F tert-Butyl (Z)-2-(6-(2-(6-chloropyrazin-2-yl)-2-fluorovinyl)-3-(2,3-difluorophenoxy)-2-(trifluoromethyl)phenyl)-2,9-diazaspiro[5.5]undecane-9-carboxylate